(1R,3S,5R)-2-(2-(3-acetyl-5-(2-methylpyrimidin-5-yl)-1H-indazol-1-yl)acetyl)-N-(6-bromo-4-isopropylpyridin-2-yl)-5-methyl-2-azabicyclo[3.1.0]hexane-3-carboxamide C(C)(=O)C1=NN(C2=CC=C(C=C12)C=1C=NC(=NC1)C)CC(=O)N1[C@@H]2C[C@@]2(C[C@H]1C(=O)NC1=NC(=CC(=C1)C(C)C)Br)C